2-Cyanoethyl (S)-3-cyclopropyl-2-(2-((S)-1-(2,3-difluorobenzyl)-5-thioxopyrrolidin-2-yl)acetamido)propanoate C1(CC1)C[C@@H](C(=O)OCCC#N)NC(C[C@H]1N(C(CC1)=S)CC1=C(C(=CC=C1)F)F)=O